methyl trans-4-[(5-cyano-3-fluoro-2-nitro-anilino)methyl]cyclohexanecarboxylate C(#N)C=1C=C(C(=C(NC[C@@H]2CC[C@H](CC2)C(=O)OC)C1)[N+](=O)[O-])F